ClC1=C(C=C2C(C(NC2=C1)=O)=C(C1=CC(=NO1)OC)O)C1=CC=C(C=C1)C(CO)O 6-chloro-5-[4-(1,2-dihydroxyethyl)phenyl]-3-[hydroxy-(3-methoxyisoxazol-5-yl)methylene]indolin-2-one